ClC1=C(C=C(C=C1)NC(NC1CCC=2NC3=C(C=CC=C3C2C1)C(=O)NC(C)C)=O)C(F)(F)F 3-(3-(4-chloro-3-trifluoromethylphenyl)ureido)-N-isopropyl-2,3,4,9-tetrahydro-1H-carbazole-8-carboxamide